1-((6-cyclopropyl-8-(3-hydroxyoxetan-3-yl)imidazo[1,2-a]pyridin-2-yl)methyl)-1H-1,2,3-triazole-4-carboxylic acid C1(CC1)C=1C=C(C=2N(C1)C=C(N2)CN2N=NC(=C2)C(=O)O)C2(COC2)O